2,3,5,6-tetrafluoro-4-difluoromethylaniline FC1=C(N)C(=C(C(=C1F)C(F)F)F)F